BrCC1=C(C=CC=C1C1CC1)Cl 2-(bromomethyl)-1-chloro-3-cyclopropylbenzene